tert-butyl N-[1-(3-bromopyridin-2-yl)cyclopropyl]carbamate BrC=1C(=NC=CC1)C1(CC1)NC(OC(C)(C)C)=O